ClC1(CC(=CC(=C1)C)OCCO)C 2-(3-chloro-3,5-xylyloxy)ethanol